6,7-Dimethoxy-4-(3-methoxy-5-(pyrimidin-2-yl)phenoxy)quinoline COC=1C=C2C(=CC=NC2=CC1OC)OC1=CC(=CC(=C1)C1=NC=CC=N1)OC